Diisodecylcyclohexane-1,4-dicarboxylate C(CCCCCCC(C)C)OC(=O)C1CCC(CC1)C(=O)OCCCCCCCC(C)C